ClC1=C(C(=NC2=C(C(=C(C=C12)CCC#N)C1=C(C(=CC=C1)Cl)Cl)F)C)C(=O)OCC ethyl (Sa)-4-chloro-6-(2-cyanoethyl)-7-(2,3-dichlorophenyl)-8-fluoro-2-methylquinoline-3-carboxylate